[(E)-4-[(1S,4aS,8aS)-5,5,8a-trimethyl-2-methylene-decalin-1-yl]-2-methyl-but-1-enyl] formate C(=O)O\C=C(\CC[C@H]1C(CC[C@H]2C(CCC[C@]12C)(C)C)=C)/C